C(C)N(C=1NC(C=2[N+](=CN([C@H]3[C@H](O)[C@H](O)[C@@H](CO)O3)C2N1)CC)=O)CC N2,N2,7-triethylguanosine